2-(4-(4-chlorophenylsulfonamido)phenyl)-N-(cyclopropylmethyl)oxazole-4-carboxamide ClC1=CC=C(C=C1)S(=O)(=O)NC1=CC=C(C=C1)C=1OC=C(N1)C(=O)NCC1CC1